C[C@H](C1=CC=CC=C1)N |r| (R) and (S)-alpha-methylbenzylamine